FC(OC=1C=C(C=CC1)C#CC1=C(N)C=CC=C1)(F)F 2-((3-(trifluoromethoxy)phenyl)ethynyl)aniline